CC(C(=O)O)(C)C1=NC(=CC=C1)C(F)(F)F 2-methyl-2-[6-(trifluoromethyl)pyridin-2-yl]propionic acid